(1-((4-(cyclopropylamino)-3,4-dioxo-1-(2-oxopyrrolidin-3-yl)butan-2-yl)amino)-1-oxoheptan-2-yl)carbamic acid 2-(3-chlorophenyl)-2-methyl-1-phenylpropyl ester ClC=1C=C(C=CC1)C(C(C1=CC=CC=C1)OC(NC(C(=O)NC(CC1C(NCC1)=O)C(C(=O)NC1CC1)=O)CCCCC)=O)(C)C